4-amino-N-(3-chloro-4-fluorophenyl)-2,3-dimethyl-2,4,5,6-tetrahydrocyclopenta[c]pyrrole-1-carboxamide NC1CCC2=C(N(C(=C21)C)C)C(=O)NC2=CC(=C(C=C2)F)Cl